6-(6-((2-amino-2-oxo-1-phenylethyl)thio)-3,5-dicyano-4-ethylpyridin-2-yl)-2,6-diazaspiro[3.4]octane-2-carboxylic acid tert-butyl ester C(C)(C)(C)OC(=O)N1CC2(C1)CN(CC2)C2=NC(=C(C(=C2C#N)CC)C#N)SC(C(=O)N)C2=CC=CC=C2